CN(C)C[C@H]1N(CCC1)C1=C(C=NC=2NC3=C(C=C(C=C3C21)F)NC)C=2C=C1C(C(=CN(C1=NC2)NCC(F)(F)F)C(=O)O)=O 6-[4-[(2S)-2-[(dimethylamino)methyl]pyrrolidin-1-yl]-6-fluoro-8-(methylamino)-9H-pyrido[2,3-b]indol-3-yl]-4-oxo-1-(2,2,2-trifluoroethylamino)-1,8-naphthyridine-3-carboxylic acid